C(C)(C)(C)OC(=O)N1C2CN(CC(C1)C2)C=2C=NC=CC2Cl 3-(4-chloropyridin-3-yl)-3,6-diazabicyclo[3.2.1]Octane-6-carboxylic acid tert-butyl ester